2-methoxyethyl 8-((6-(4-cyanophenoxy)pyridin-3-yl)sulfonyl)-1-(hydroxycarbamoyl)-3,8-diazabicyclo[3.2.1]octane-3-carboxylate C(#N)C1=CC=C(OC2=CC=C(C=N2)S(=O)(=O)N2C3(CN(CC2CC3)C(=O)OCCOC)C(NO)=O)C=C1